C(C)N1C=NC2=C1N=NC=C2C2=CC(=C(C=C2)F)C2=C(C=CC=1N2C=C(N1)C)OC 7-Ethyl-4-(4-fluoro-3-(6-methoxy-2-methylimidazo[1,2-a]pyridin-5-yl)phenyl)-7H-imidazo[4,5-c]pyridazine